C(C)OC(=O)C=1N=C(OC1)CC=1C=NC(=CC1)O.CS(=O)(=O)NC(=O)C1=NC(=CC=C1)C1=CN=C(S1)C=1C=NC=CC1 N-(methylsulfonyl)-6-[2-(pyridin-3-yl)-1,3-thiazol-5-yl]pyridine-2-carboxamide ethyl-2-((6-hydroxypyridin-3-yl)methyl)oxazole-4-carboxylate